(S)-2-amino-3-methyl-3-(methyl-d3)butan-1,1,4,4,4-d5-1-ol N[C@H](C(O)([2H])[2H])C(C([2H])([2H])[2H])(C([2H])([2H])[2H])C